C(C)OC(=O)C1=CN=C(O1)C=1C=C2CC(NC2=CC1)=O.NC1=CC=C(C=C1)C(C)(C)C1=CC(=CC=C1)C(C)(C1=CC=C(C=C1)N)C 1,3-bis[1-(4-aminophenyl)-1-methylethyl]Benzene ethyl-2-(2-oxoindolin-5-yl)oxazole-5-carboxylate